(2S)-2-amino-3-(2-hydroxy-2-methyl-propoxy)propanoic acid N[C@H](C(=O)O)COCC(C)(C)O